1-[2-[4-[3-[1-(5-chloropyrimidin-2-yl)-4-piperidinyl]propoxy]-2-fluoro-phenyl]acetyl]-N-[2-hydroxy-1-(hydroxymethyl)ethyl]azetidine-3-carboxamide ClC=1C=NC(=NC1)N1CCC(CC1)CCCOC1=CC(=C(C=C1)CC(=O)N1CC(C1)C(=O)NC(CO)CO)F